CC1=C(C(NC(=C1)C)=O)CC1=C(C(=C(C(=O)N)C=C1C1=CC=C2C3(C(NC2=C1)=O)CCC(CC3)=O)C)N(C3CCOCC3)CC ((4,6-dimethyl-2-oxo-1,2-dihydropyridin-3-yl)methyl)-5-(2',4-dioxospiro[cyclohexane-1,3'-indolin]-6'-yl)-3-(ethyl-(tetrahydro-2H-pyran-4-yl)amino)-2-methylbenzamide